C(C)C(=O)O.NC1CCCC1 2-aminocyclopentane-1-ethyl-carboxylate salt